2-fluoro-4-((9-(cis-3-hydroxycyclobutyl)-7-methyl-8-oxo-8,9-dihydro-7H-purin-2-yl)amino)-5-methylbenzamide FC1=C(C(=O)N)C=C(C(=C1)NC1=NC=C2N(C(N(C2=N1)[C@@H]1C[C@@H](C1)O)=O)C)C